FC(C(=O)F)(OC(C(OC(C(OC(C(OC(C(OC(C(C(F)(F)F)(F)F)(F)F)(C(F)(F)F)F)(F)F)(C(F)(F)F)F)(F)F)(C(F)(F)F)F)(F)F)(C(F)(F)F)F)(F)F)C(F)(F)F Perfluoro-2,5,8,11,14-pentamethyl-3,6,9,12,15-pentoxaoctadecanoyl fluoride